NC1CCC(CC1)NC(=O)C=1C(=C2C(=NC1)OC1=C(O2)C=C(C=C1)C#N)NC(C)C N-((1R,4R)-4-aminocyclohexyl)-7-cyano-4-(isopropylamino)benzo[5,6][1,4]dioxino[2,3-b]pyridine-3-carboxamide